(1S)-1-(1-((5-(4-((6-((6-(aminomethyl)-3-azabicyclo[3.1.0]hexan-3-yl)methyl)pyridin-3-yl)ethynyl)phenyl)isoxazol-3-yl)methyl)-1H-imidazol-2-yl)ethan-1-ol NCC1C2CN(CC12)CC1=CC=C(C=N1)C#CC1=CC=C(C=C1)C1=CC(=NO1)CN1C(=NC=C1)[C@H](C)O